FC1=CC=C(C=C1)C=1[C@@H](OC2=C(C1C)C=C(C=C2)O)C2=CC=C(C=C2)OC[C@H](C)N2C[C@@H](CC2)C (S)-3-(4-fluorophenyl)-4-methyl-2-(4-((S)-2-((R)-3-methylpyrrolidin-1-yl)propoxy)phenyl)-2H-benzopyran-6-ol